Sodium dodecyl (Lauryl) sulfate S(=O)(=O)(OCCCCCCCCCCCC)OCCCCCCCCCCCC.[Na]